2-(4,7-dichloro-6-(4-(rac-(3R,4R)-1-ethyl-3-fluoropiperidin-4-yl)phenyl)-2H-indazol-2-yl)-2-((R)-6-fluoro-6,7-dihydro-5H-pyrrolo[1,2-c]imidazol-1-yl)-N-(thiazol-2-yl)acetamide ClC=1C2=CN(N=C2C(=C(C1)C1=CC=C(C=C1)[C@@H]1[C@H](CN(CC1)CC)F)Cl)C(C(=O)NC=1SC=CN1)C1=C2N(C=N1)C[C@@H](C2)F |&1:16,17|